((4-((2-(dimethylphosphoryl)phenyl)amino)-5-(trifluoromethyl)pyrimidin-2-yl)amino)benzofuran-4-carboxylic acid CP(=O)(C)C1=C(C=CC=C1)NC1=NC(=NC=C1C(F)(F)F)NC=1OC=2C(C1)=C(C=CC2)C(=O)O